C(=O)O.NCCCC(C(C)C)N1CC2(C1)CN(CC2)C=2N=CN=NC2OC2=C(C(=O)N(C(C)C)CC)C=C(C=C2)F 2-((5-(2-(6-Amino-2-methylhex-3-yl)-2,6-diazaspiro[3.4]oct-6-yl)-1,2,4-triazin-6-yl)oxy)-N-ethyl-5-fluoro-N-isopropylbenzamide formate